C1(=CC=CC2=CC=CC=C12)C1=NC2=CC=CC=C2C(N1)=O 2-(1-naphthyl)quinazolin-4(3H)-one